1-(6-(4-(5-chloro-6-methyl-1H-indazol-4-yl)-5-methyl-3-(1H-pyrrolo[2,3-c]pyridin-2-yl)-1H-pyrazol-1-yl)-2-azaspiro[3.3]hept-2-yl)prop-2-en-1-one ClC=1C(=C2C=NNC2=CC1C)C=1C(=NN(C1C)C1CC2(CN(C2)C(C=C)=O)C1)C1=CC=2C(=CN=CC2)N1